ClC=1C(=NC(=NC1)NC1=C(C=C(C(=C1)C)C1CCNCC1)OC(C)C)NC1=C(C=CC=C1)S(=O)(=O)C(C)C 5-chloro-N2-[5-methyl-4-(piperidin-4-yl)-2-(propan-2-yloxy)phenyl]-N4-[2-(propane-2-sulfonyl)phenyl]pyrimidine-2,4-diamine